1-cyclopropyl-6-fluoro-7-(2-hydroxyethoxy)-3-({[(2-methylpyridin-4-yl)methyl][(3S)-1-(pyridazin-3-yl)piperidin-3-yl]amino}methyl)-1,4-dihydroquinolin-4-one C1(CC1)N1C=C(C(C2=CC(=C(C=C12)OCCO)F)=O)CN([C@@H]1CN(CCC1)C=1N=NC=CC1)CC1=CC(=NC=C1)C